(3-methylpyridin-2-yl)benzene-1,2-diamine CC=1C(=NC=CC1)C1=C(C(=CC=C1)N)N